C1=NC=C(C2=CC=CC=C12)N1C(NC2=CC=C(C=C2C1=O)C1(CC1)C(=O)OC)=O methyl 1-(3-(isoquinolin-4-yl)-2,4-dioxo-1,2,3,4-tetrahydroquinazolin-6-yl)cyclopropane-1-carboxylate